N-[4-(3-Cyanophenyl)-5-(2,6-dimethyl-4-pyridyl)thiazol-2-yl]-4-(1H-imidazol-2-yl)piperidin-1-carboxamid C(#N)C=1C=C(C=CC1)C=1N=C(SC1C1=CC(=NC(=C1)C)C)NC(=O)N1CCC(CC1)C=1NC=CN1